Z-3,3,3-trifluoro-1-chloropropene FC(\C=C/Cl)(F)F